(5-{4-[(3-methylbenzoyl)oxy]benzylidene}-4-oxo-2-thioxo-1,3-thiazolidin-3-yl)acetic acid CC=1C=C(C(=O)OC2=CC=C(C=C3C(N(C(S3)=S)CC(=O)O)=O)C=C2)C=CC1